C(C)(C)NC(O[C@H]1C[C@H](CC1)C1=CC(=NN1)NC(COC1=C(C(=CC=C1)C=1SC=CN1)C=O)=O)=O (1R,3S)-3-(3-(2-(2-formyl-3-(thiazol-2-yl)phenoxy)acetamido)-1H-pyrazol-5-yl)cyclopentyl isopropylcarbamate